OC=1C=C(CN2C=CC=C(C2=O)C(NC)=O)C=CC1 1-(3-hydroxybenzyl)-5-(methylcarbamoyl)-6-oxo-1,6-dihydropyridine